NC=1SC(=CN1)C=1C=C2C=C(N=CC2=CC1)C(=O)OCC ethyl 6-(2-aminothiazol-5-yl)isoquinoline-3-carboxylate